CP(C=1C(=CC=C2C(=CNC12)C1=NC(=NC=C1C(F)(F)F)N[C@@H]1C[C@H](CC1)NCCOCCNC)C(=O)O)(=O)C 7-[dimethyl(oxo)-λ5-phosphoranyl]-3-(2-{[(1S,3S)-3-(6-aza-3-oxahept-1-ylamino)cyclopentyl]amino}-5-(trifluoromethyl)pyrimidin-4-yl)-1H-indole-6-carboxylic acid